FC1=C(C#N)C=CC=C1CC1N(C(C2=CC=CC=C12)=O)CC1=CC2=C(NC(O2)=O)C=C1 2-fluoro-3-((3-oxo-2-((2-oxo-2,3-dihydrobenzo[d]oxazol-6-yl)methyl)isoindolin-1-yl)methyl)benzonitrile